C(C)(C)(C)OC(=O)N1[C@@H]2[C@@H](C(C[C@H]1CC2)=O)F (1S,2S,5R)-2-fluoro-3-oxo-8-azabicyclo[3.2.1]octane-8-carboxylic acid tert-butyl ester